1-methyl-2-{[2-(2-methyl-7,8-dihydro-6H-indeno[5,4-d][1,3]oxazol-8-yl) ethyl] amino}-2-oxoethyl acetate C(C)(=O)OC(C(=O)NCCC1CCC=2C=CC=3N=C(OC3C12)C)C